[C@@H]1([C@H](O)[C@@H](O)[C@H](O)[C@H](O1)CO)OC1=NNC(=C1CC1=CC=C(C=C1)SC)C(F)(F)F 3-(β-D-glucopyranosyloxy)-4-[(4-methylthiophenyl)methyl]-5-trifluoromethyl-1H-pyrazole